C(C)C1=C(NC(CC(=O)C)=O)C=CC=C1 2'-ethylacetoacetanilide